5-(Methylthio)-isoindoline HCl Cl.CSC=1C=C2CNCC2=CC1